(S)-3-((1R,5S)-3-(8-fluoro-7-(8-fluoro-3-hydroxynaphthalen-1-yl)-2-((tetrahydro-1H-pyrrolizin-7a(5H)-yl)methoxy)quinazolin-4-yl)-3,8-diazabicyclo[3.2.1]octan-8-yl)propane-1,2-diol FC=1C(=CC=C2C(=NC(=NC12)OCC12CCCN2CCC1)N1C[C@H]2CC[C@@H](C1)N2C[C@@H](CO)O)C2=CC(=CC1=CC=CC(=C21)F)O